N-[(15aS,16R)-7-chloro-17,17-difluoro-1-oxo-1,2,15a,16,17,18-hexahydro-15H-4,8-(azeno)-14,10-(metheno)pyrrolo[1,2-d][1,12,4]dioxazacycloheptadecin-16-yl]methanesulfonamide ClC1=C2OC=3C=CC=C(C[C@@H]4N(C(COC(C=C1)=N2)=O)CC([C@@H]4NS(=O)(=O)C)(F)F)C3